1-cyclopropyl-7-(4-(4-(dimethylamino)benzyl)piperazin-1-yl)-6-fluoro-4-oxo-1,4-dihydroquinoline-3-carboxylic acid C1(CC1)N1C=C(C(C2=CC(=C(C=C12)N1CCN(CC1)CC1=CC=C(C=C1)N(C)C)F)=O)C(=O)O